1-((oxetane-2-yl)methyl)-1H-benzo[d]imidazole-6-carboxylic acid O1C(CC1)CN1C=NC2=C1C=C(C=C2)C(=O)O